C1(=CC=C(C=C1)N(C1=CC(=C(C(=C1)C1=CC=CC=C1)Br)C1=CC=CC=C1)C1=CC=C(C=C1)C1=CC=CC=C1)C1=CC=CC=C1 4-bis(biphenyl-4-yl)amino-2,6-diphenyl-bromobenzene